BrC=1C=NC2=CC(=CC=C2C1)C(=O)OC methyl 3-bromoquinoline-7-carboxylate